O1CCN(CC1)C=1C2=C(N=CN1)C=CN2 4-MORPHOLINO-5H-PYRROLO[3,2-D]PYRIMIDINE